NC1=CC(=NN1C1=CC=C(C=C1)N1CCN(CC1)S(=O)(=O)C)C1=CC(=C(C#N)C=C1)F 4-(5-amino-1-(4-(4-(methylsulfonyl)piperazin-1-yl)phenyl)-1H-pyrazol-3-yl)-2-fluorobenzonitrile